OC1CC2CN(C1C2)C(=O)OC(C)(C)C tert-butyl 6-hydroxy-2-azabicyclo[2.2.1]heptane-2-carboxylate